FC1=CC(=CC2=CC=3C[C@@](CCC3N=C12)(C(C)C)F)C(=O)N[C@H](CC[NH+]1CC2CCCCC2CC1)C=1C=NC(=CC1)C1=CN=NC=C1 |r| rac-(7S)-4,7-difluoro-7-isopropyl-N-[rac-(1R)-3-(1,2,3,4,4a,5,6,7,8,8a-decahydroisoquinolin-2-ium-2-yl)-1-(6-pyridazin-4-yl-3-pyridyl)propyl]-6,8-dihydro-5H-acridine-2-carboxamide